Tris(1-chloroisopropyl) phosphate P(=O)(OC(C)(C)Cl)(OC(C)(C)Cl)OC(C)(C)Cl